3-(6-chloro-1H-benzo[d]imidazol-2-yl)-1H-indazole-5-carboxylic acid ClC=1C=CC2=C(NC(=N2)C2=NNC3=CC=C(C=C23)C(=O)O)C1